2-(4-(4-bromophenyl)piperazin-1-yl)-1-methyl-1H-benzo[d]imidazole-6-carbonitrile BrC1=CC=C(C=C1)N1CCN(CC1)C1=NC2=C(N1C)C=C(C=C2)C#N